benzyl 3-((tert-butoxycarbonyl) amino)-4-fluoropyrrolidine-1-carboxylate C(C)(C)(C)OC(=O)NC1CN(CC1F)C(=O)OCC1=CC=CC=C1